ClC=1C=C(C=C(C1)S(=O)(=O)C)NC(=O)C1=CN(C(=C1)C1=NC=C(C=N1)C(F)(F)F)C N-(3-chloro-5-(methylsulfonyl)phenyl)-1-methyl-5-(5-(trifluoromethyl)pyrimidin-2-yl)-1H-pyrrole-3-carboxamide